1-cyanooxy-2,6-dimethylbenzene C(#N)OC1=C(C=CC=C1C)C